FC([C@H]([C@H]([C@@H]([C@H](C=O)O)O)O)O)O 6-fluoro-glucose